5-((4-(5,6-dimethylthieno[2,3-d]pyrimidin-4-yl)-1,4-diazepan-1-yl)methyl)-2-(2,6-dioxopiperidin-3-yl)isoindoline-1,3-dione CC1=C(SC=2N=CN=C(C21)N2CCN(CCC2)CC=2C=C1C(N(C(C1=CC2)=O)C2C(NC(CC2)=O)=O)=O)C